2-Naphthyl bromide C1=C(C=CC2=CC=CC=C12)Br